1-(tert-butyl)-3-(1-(2-fluoro-3-(trifluoromethyl)benzyl)-2-oxo-1,2,3,4-tetrahydroquinolin-6-yl)urea C(C)(C)(C)NC(=O)NC=1C=C2CCC(N(C2=CC1)CC1=C(C(=CC=C1)C(F)(F)F)F)=O